NCC1=NC(=NO1)C=1N(C2=CC=CC(=C2C1)N[C@H]1[C@H](CN(CC1)C(=O)OC(C)(C)C)F)CC(F)(F)F tert-butyl (3S,4R)-4-[[2-[5-(aminomethyl)-1,2,4-oxadiazol-3-yl]-1-(2,2,2-trifluoroethyl)indol-4-yl]amino]-3-fluoro-piperidine-1-carboxylate